C1(CC1)COC=1C=C(C=CC1)C1(CCOCC1)C(=O)N[C@@H](C)C1=CC=C(C(=O)OC)C=C1 Methyl 4-[(1S)-1-[[4-[3-(cyclopropylmethoxy)phenyl]tetrahydropyran-4-carbonyl]amino]ethyl]benzoate